N-(2-bromo-4-(heptafluoropropan-2-yl)-6-(trifluoromethyl)phenyl)-2-fluoro-3-nitrobenzamide BrC1=C(C(=CC(=C1)C(C(F)(F)F)(C(F)(F)F)F)C(F)(F)F)NC(C1=C(C(=CC=C1)[N+](=O)[O-])F)=O